C(C)(C)(C)OC(=O)N[C@H](C(=O)O)[C@@H](C(C)C)OC (2S,3R)-2-((tert-butoxycarbonyl)amino)-3-methoxy-4-methylpentanoic acid